CNC([C@H](CCCC1=CC=C(C=C1)C(F)(F)F)NC(OC(C)(C)C)=O)=O tert-butyl (S)-(1-(methylamino)-1-oxo-5-(4-(trifluoromethyl)phenyl)pentan-2-yl)carbamate